C(C1=CC(=O)NC(=O)N1)(=O)O.C(C1=CC(=O)NC(=O)N1)(=O)O.N1=CC=CC(=C1)C1N(C)CCC1 nicotine diorotate